5-methoxy-3H-imidazo[4,5-b]pyridine COC1=CC=C2C(=N1)NC=N2